C(=CC1=CC=CC=C1)CC(C(=O)O)O styrene-lactic acid